(S)-dimethyl 5-(1-benzyl-3-(diphenylphosphaneyl)-1H-naphtho[1,8-de][1,3,2]diazaborinin-2(3H)-yl)-6-(3-(diphenylphosphaneyl)propyl)-4,7-dimethyl-1,3-dihydro-2H-indene-2,2-dicarboxylate C(C1=CC=CC=C1)N1B(N(C2=C3C1=CC=CC3=CC=C2)P(C2=CC=CC=C2)C2=CC=CC=C2)C=2C(=C3CC(CC3=C(C2CCCP(C2=CC=CC=C2)C2=CC=CC=C2)C)(C(=O)OC)C(=O)OC)C